tert-butyl (E)-4-(3-(dimethylamino)acryloyl)piperidine-1-carboxylate CN(/C=C/C(=O)C1CCN(CC1)C(=O)OC(C)(C)C)C